ClC=1C=C(C=C(C1)NS(=O)(=O)C)NC(=O)C1=CN(C(=C1)C1=NC=C(C=C1OCC1=CC(=CC(=C1)C(F)(F)F)F)F)C N-(3-chloro-5-(methylsulfonamido)phenyl)-5-(5-fluoro-3-((3-fluoro-5-(trifluoromethyl)benzyl)oxy)pyridin-2-yl)-1-methyl-1H-pyrrole-3-carboxamide